4,4'-oxybis(methylbenzoate) O(C1=CC(=C(C(=O)[O-])C=C1)C)C1=CC(=C(C(=O)[O-])C=C1)C